N-(2'-(4,4-difluorocyclohexyl)-[2,4'-bipyridyl]-3'-yl)-2-(2-methyl-azetidin-1-yl)-pyrimidine-5-carboxamide FC1(CCC(CC1)C1=NC=CC(=C1NC(=O)C=1C=NC(=NC1)N1C(CC1)C)C1=NC=CC=C1)F